5-bromopyrimidine-2-formaldehyde BrC=1C=NC(=NC1)C=O